C(#N)C=1C=C(C=CC1)[C@@H]1N(OCC1)C1=CC(=NC=N1)NC=1C(=CC(=C(C1)NC(C=C)=O)N1C[C@@H]2N(CC[C@@H]2C1)C)OC N-(5-((6-((R)-3-(3-cyanophenyl)isoxazolidine-2-yl)pyrimidine-4-yl)amino)-4-methoxy-2-((3aR,6aR)-1-methylhexahydropyrrolo[3,4-b]pyrrole-5(1H)-yl)phenyl)acrylamide